C(C)(=O)OCC=CCC=CCCCCC undeca-2,5-dien-1-yl acetate